1,5-dimethyl-9,10-bis(n-butoxycarbonyloxy)anthracene CC1=CC=CC2=C(C3=C(C=CC=C3C(=C12)OC(=O)OCCCC)C)OC(=O)OCCCC